FC1(CN(C1)C1=NC=CC(=C1NC(=O)C=1C=NC(=NC1)C(C)C)C1=CC=CC=C1)F N-(2-(3,3-difluoroazetidin-1-yl)-4-phenylpyridin-3-yl)-2-isopropylpyrimidine-5-carboxamide